C1(CC1)CC=1N(C(=C(C1C(=O)NC1=CC(=C(C=C1)F)C)C)C(C(=O)NC1CCC(CC1)S(=O)(=O)C)=O)C 2-(cyclopropylmethyl)-N-(4-fluoro-3-methylphenyl)-1,4-dimethyl-5-(2-(((1s,4s)-4-(methylsulfonyl)cyclohexyl)amino)-2-oxoacetyl)-1H-pyrrole-3-carboxamide